4-(2-(3-(1-(fluoromethyl)-1H-pyrazol-4-yl)benzoylamino)-1-phenyl-1H-imidazol-4-yl)butanoic acid methyl ester COC(CCCC=1N=C(N(C1)C1=CC=CC=C1)NC(C1=CC(=CC=C1)C=1C=NN(C1)CF)=O)=O